2-((diphenylmethylene)amino)propanoate C1(=CC=CC=C1)C(C1=CC=CC=C1)=NC(C(=O)[O-])C